N-[3-(4-aminoquinolin-6-yl)phenyl]prop-2-enamide NC1=CC=NC2=CC=C(C=C12)C=1C=C(C=CC1)NC(C=C)=O